[Li].CCC propane lithium